N1(CCCCC1)C(=O)OC(OC1=C(C=C(C=C1)CN1CC2=CC=CC=C2C1)S(=O)(=O)N1CCCC1)C(C)(C)C tert-butyl-((4-(isoindolin-2-ylmethyl)-2-(pyrrolidin-1-ylsulfonyl) phenoxy) methyl) piperidine-1-carboxylate